[Cl-].C(C1=CC=CC=C1)OC(=O)NC[C@@]1([C@@H]2CC[NH2+]C[C@H]12)C1=NOC(=C1)C (1S,6R,7S)-7-((((benzyloxy)carbonyl)amino)methyl)-7-(5-methylisoxazol-3-yl)-3-azabicyclo[4.1.0]heptan-3-ium chloride